N,N-diethyl-cis-2,6-dimethylpiperidinium C(C)[N+]1([C@H](CCC[C@H]1C)C)CC